BrC1=NC=CC=C1CC1(CCN(CC1)C(=O)OC(C)(C)C)C#N tert-butyl 4-[(2-bromo-3-pyridyl)methyl]-4-cyano-piperidine-1-carboxylate